C(C1=CC=CC=C1)(=O)N1CCC2(CC(NC2=O)=O)CC1 8-benzoyl-2,8-diazaspiro[4.5]decane-1,3-dione